4-((4-fluorophenyl)(hydroxy)methyl)piperidine-1-carboxylic acid tert-butyl ester C(C)(C)(C)OC(=O)N1CCC(CC1)C(O)C1=CC=C(C=C1)F